(R)-(1-(5-chloro-2-ethoxybenzyl)pyrrolidin-3-yl)methanamine hydrochloride Cl.ClC=1C=CC(=C(CN2C[C@H](CC2)CN)C1)OCC